CN1N=C(C=C1C(=O)N[C@@H](CC)C1=NC(=NO1)C1=CC(=NC=C1)C)C1=CC=CC=C1 (S)-1-methyl-N-(1-(3-(2-methylpyridin-4-yl)-1,2,4-oxadiazol-5-yl)propyl)-3-phenyl-1H-pyrazole-5-carboxamide